4-[1-(2-fluoroethyl)-1H-pyrazol-3-yl]-2-[(3R)-3-methylmorpholin-4-yl]-8-[1-(tetrahydro-2H-pyran-2-yl)-1H-pyrazol-5-yl]-1,7-naphthyridine FCCN1N=C(C=C1)C1=CC(=NC2=C(N=CC=C12)C1=CC=NN1C1OCCCC1)N1[C@@H](COCC1)C